5-(3-methylimidazo[1,2-b]pyridazin-6-yl)-N-(pyridin-4-yl)-7H-pyrrolo[2,3-d]pyrimidin-2-amine CC1=CN=C2N1N=C(C=C2)C2=CNC=1N=C(N=CC12)NC1=CC=NC=C1